4-(pyrrolidin-1-yl)-1H-indazole-7-carboxamide N1(CCCC1)C1=C2C=NNC2=C(C=C1)C(=O)N